(R)-α-[[(3-Hydroxycyclobutyl)amino]methyl]benzenemethanol OC1CC(C1)NC[C@H](O)C1=CC=CC=C1